BrC=1C=C2C(=NC(=NC2=CC1NC(C)C)C)N[C@H](C)C1=C(C(=CC=C1)C(F)F)C (R)-6-bromo-N4-(1-(3-(difluoromethyl)-2-methylphenyl)ethyl)-N7-isopropyl-2-methyl-quinazoline-4,7-diamine